3-(3-(2,5-dichloro-7H-pyrrolo[2,3-d]pyrimidin-7-yl)propoxy)-1-(5-fluoro-2-methylpyridin-3-yl)-5-methyl-1H-pyrazol-4-amine ClC=1N=CC2=C(N1)N(C=C2Cl)CCCOC2=NN(C(=C2N)C)C=2C(=NC=C(C2)F)C